CC(CC(=O)C1=C(C(=C(OCC=2N=CC(=NC2)C=2C=C(C(=O)O)C=CC2)C=C1)C)O)(C)C 3-(5-((4-(3,3-dimethylbutanoyl)-3-hydroxy-2-methylphenoxy)methyl)pyrazin-2-yl)benzoic acid